Ethyl (3R)-3-amino-3-[2-bromo-6-(difluoromethoxy)phenyl]propanoate N[C@H](CC(=O)OCC)C1=C(C=CC=C1OC(F)F)Br